C(CCC)C1=NC(=CC=C1)CCCC 2,6-dibutyl-pyridine